CC=1C=2N(C=C(N1)C(F)(F)F)C=C(N2)C(=O)O 8-methyl-6-(trifluoromethyl)imidazo[1,2-a]pyrazine-2-carboxylic acid